2-bromo-3-methoxybenzo[b]thiophene BrC1=C(C2=C(S1)C=CC=C2)OC